androstane-4,16-dien-3-one C[C@@]12C=CC[C@H]1[C@@H]1CCC3=CC(CC[C@]3(C)[C@H]1CC2)=O